COC1=CC=C(CN2N=C(C=C(C2=O)C(F)(F)F)C2N(CC3=CC=CC=C23)CC(=O)OC(C)(C)C)C=C1 tert-butyl 2-(1-(1-(4-methoxybenzyl)-6-oxo-5-(trifluoromethyl)-1,6-dihydropyridazin-3-yl)isoindolin-2-yl)acetate